3-(4-((14-amino-3,6,9,12-tetraoxatetradecyl)thio)-1-oxoisoindolin-2-yl)piperidine-2,6-dione NCCOCCOCCOCCOCCSC1=C2CN(C(C2=CC=C1)=O)C1C(NC(CC1)=O)=O